((4-chloro-2,6-difluorobenzyl)oxy)-3-cyano-6,8-dihydro-5H-1,7-naphthyridine-7-carboxylic acid tert-butyl ester C(C)(C)(C)OC(=O)N1CCC=2C=C(C(=NC2C1)OCC1=C(C=C(C=C1F)Cl)F)C#N